4-(1-ethylcyclopentylamino)-2-(methylthio)pyrimidine-5-carboxamide (5,5-dimethyl-1,3-dioxan-2-yl)methyl-4-methylbenzenesulfonate CC1(COC(OC1)COS(=O)(=O)C1=CC=C(C=C1)C)C.C(C)C1(CCCC1)NC1=NC(=NC=C1C(=O)N)SC